FC(C(=O)O)(F)F.NC=1N=CC(=NC1N1N=CN=C1)C=1C=C(C=CC1C)C(CO)(C(F)(F)F)O 2-(3-(5-Amino-6-(1H-1,2,4-triazol-1-yl)pyrazin-2-yl)-4-methylphenyl)-3,3,3-trifluoropropane-1,2-diol, trifluoroacetate salt